C[Si](OC)(OC)C dimethyl-dimethoxysilane